FC(C=1C=C(O[C@H]2CN(CC2)C2(CC2)C(=O)OC)C=CC1)(F)F Methyl 1-[(3R)-3-[3-{trifluoromethyl}phenoxy]pyrrolidin-1-yl]cyclopropane-1-carboxylate